4-cyclopropyl-7-methoxy-1H-pyrrolo[2,3-c]pyridine-2-carbaldehyde C1(CC1)C1=C2C(=C(N=C1)OC)NC(=C2)C=O